ClCCCC1=NN(C2=CC(=CC=C12)F)C 3-(3-chloropropyl)-6-fluoro-1-methyl-1H-indazole